C1(CCCC1)N1C(C(N(C(=C1)N)CC1=NC=C(C=N1)C1=CC=CC=C1)=O)=O 1-cyclopentyl-4-((5-phenylpyrimidin-2-yl)methyl)-1,4-dihydropyrazine-2,3-dioneamine